5-Chloropyridin-3-yl 3-[4-(5-chloro-6-methylpyridin-2-yl)-1H-1,2,3-triazol-1-yl]-3-deoxy-2-O-methyl-1-thio-α-D-galactopyranoside ClC=1C=CC(=NC1C)C=1N=NN(C1)[C@@H]1[C@H]([C@@H](SC=2C=NC=C(C2)Cl)O[C@@H]([C@@H]1O)CO)OC